1-(7-(8-ethyl-7-fluoro-3-hydroxynaphthalen-1-yl)-8-fluoro-2-(((2R,7aS)-2-fluorotetrahydro-1H-pyrrolizin-7a(5H)-yl)methoxy)pyrido[4,3-d]pyrimidin-4-yl)azepane-4-sulfonamide C(C)C=1C(=CC=C2C=C(C=C(C12)C1=C(C=2N=C(N=C(C2C=N1)N1CCC(CCC1)S(=O)(=O)N)OC[C@]12CCCN2C[C@@H](C1)F)F)O)F